tert-Butyl 3-(N-(benzyloxy)-4-(4-(4-(3-fluoropropyl)-1H-1,2,3-triazol-1-yl)phenyl)butanamido)propanoate C(C1=CC=CC=C1)ON(C(CCCC1=CC=C(C=C1)N1N=NC(=C1)CCCF)=O)CCC(=O)OC(C)(C)C